C(C)N1CC[C@@H]([C@@]12COCC2)C2=CC=1C(=NC=CC1NC=1C(=CC3=C(N=CS3)C1)F)S2 N-(2-((4S,5S)-1-ethyl-7-oxa-1-azaspiro[4.4]nonan-4-yl)thieno[2,3-b]pyridin-4-yl)-6-fluorobenzo[d]thiazol-5-amine